C(#N)C=1C=NC2=CC=C(C=C2C1NC1=C(C(=O)O)C=CC=C1)OC(F)(F)F 2-[[3-cyano-6-(trifluoromethoxy)-4-quinolyl]amino]benzoic acid